C(C1=CC=CC=C1)N1CCN(CC1)C(C)(C)C1CCC(CC1)(F)F 1-benzyl-4-(2-(4,4-difluorocyclohexyl)propan-2-yl)piperazine